CC1=C(C=CC(=C1)C)NC(=O)N1[C@@H](CCC1)C=1SC(=CN1)C1=CC=CC=C1 (S)-N-(2,4-dimethylphenyl)-2-(5-phenylthiazol-2-yl)pyrrolidine-1-carboxamide